8-(((2,2-difluorobenzo[d][1,3]dioxol-5-yl)(8-hydroxy-5-methylquinolin-7-yl)methyl)amino)-8-oxooctanoic acid FC1(OC2=C(O1)C=CC(=C2)C(C2=CC(=C1C=CC=NC1=C2O)C)NC(CCCCCCC(=O)O)=O)F